(R)-1-(4-((4-((2-fluoro-4-((2-(3-fluoropyrrolidin-1-yl)pyridin-4-yl)oxy)phenyl)amino)-7-methoxyquinazolin-6-yl)amino)piperidin-1-yl)prop-2-en-1-one FC1=C(C=CC(=C1)OC1=CC(=NC=C1)N1C[C@@H](CC1)F)NC1=NC=NC2=CC(=C(C=C12)NC1CCN(CC1)C(C=C)=O)OC